ClC1=CC(=CC(=N1)N1CCN(CC1)S(=O)(=O)C1=C(C=C(C=C1)NC(C1=CC=C(C=C1)C=O)=O)OC)C(F)(F)F N-[4-[4-[6-chloro-4-(trifluoromethyl)-2-pyridyl]piperazin-1-yl]sulfonyl-3-methoxy-phenyl]-4-formyl-benzamide